C1CCC2=C(C=CC=C12)C1=C(C=C2C(=N1)C(=NN2)C=2C=NN(C2)C2(CCC2)C#N)OC (4-(5-(2,3-dihydro-1H-inden-4-yl)-6-methoxy-1H-pyrazolo[4,3-b]pyridin-3-yl)-1H-pyrazol-1-yl)cyclobutanecarbonitrile